BrC=1C=NC(=NC1)OC1=C(C(=CC=C1)Cl)C1=CC(=NO1)C(F)F 5-Bromo-2-[2-[3-(difluoromethyl)-5-isoxazolyl]-3-chlorophenoxy]pyrimidine